C(#N)C=1C=C(C(=O)NC2=CC=C(C=C2)C2(CC(C2)F)C2=NC3=C(N2)C=C(C=C3)C#N)C=CC1 3-Cyano-N-(4-(1-(6-cyano-1H-benzo[d]imidazol-2-yl)-3-fluorocyclobutyl)phenyl)benzamid